FC(C(=O)O)(F)F.N[C@@]1(C(N(CC1)C)=O)CC#C (S)-3-amino-1-methyl-3-(prop-2-yn-1-yl)pyrrolidin-2-one trifluoroacetate